(3R)-3-amino-5-[(4-chlorophenyl)methyl]-7-[5-(2,2-dimethylmorpholin-4-yl)-1,3,4-oxadiazol-2-yl]-8-fluoro-1,1-dioxo-2,3-dihydro-1λ6,5-benzothiazepin-4-one N[C@H]1CS(C2=C(N(C1=O)CC1=CC=C(C=C1)Cl)C=C(C(=C2)F)C=2OC(=NN2)N2CC(OCC2)(C)C)(=O)=O